1,4-dichlorohexane ClCCCC(CC)Cl